C1(CCCC1)C=CC(CCCCCC)=O cyclopentylnonen-3-one